C1(CC1)C=1C(=NC(=NC1OC1=CC=C(C=C1)C1CCN(CC1)C)NS(=O)(=O)C=1C=NN(C1)C)C1=C(C=CC=C1)CC(C)C N-[5-cyclopropyl-4-(2-isobutylphenyl)-6-[4-(1-methyl-4-piperidyl)phenoxy]pyrimidin-2-yl]-1-methyl-pyrazole-4-sulfonamide